NC1=C(C=CC(=C1)Cl)NC(=O)[C@H](C)NC(OC(C)(C)C)=O tert-Butyl N-[(1S)-1-[(2-amino-4-chlorophenyl)carbamoyl]ethyl]carbamate